C(C=C)SP allyl-thiophosphine